ClC1=CC=C(C=C1)\C=C(/[C@@H](C(C)(C)C)O)\N1N=CN=C1 |r| (E)-(RS)-1-(4-chlorophenyl)-4,4-dimethyl-2-(1H-1,2,4-triazol-1-yl)pent-1-en-3-ol